BrC=1C=C(C(=C(C1)N=S=O)C)OC ((5-bromo-3-methoxy-2-methylphenyl)imino)-λ4-sulfanone